N[C@H](C(=O)O)CCP(=O)CO (2S)-2-amino-4-(hydroxymethyl-phosphinyl)butanoic acid